FC1=C(C=CC(=C1)F)[Mg]Br (2,4-difluoro)phenyl-magnesium bromide